ethyl 2-((3-((5-(4-(((tert-butoxycarbonyl) amino) methyl)-4-methylpiperidin-1-yl) pyrazin-2-yl) thio)-2-chlorophenyl) amino)-2-oxoacetate C(C)(C)(C)OC(=O)NCC1(CCN(CC1)C=1N=CC(=NC1)SC=1C(=C(C=CC1)NC(C(=O)OCC)=O)Cl)C